(1S,3R)-N1-(2,5-bis(trifluoromethyl)pyrazolo[1,5-a]pyrimidin-7-yl)-N3-(imidazo[1,5-a]pyrazin-8-yl)cyclohexane-1,3-diamine FC(C1=NN2C(N=C(C=C2N[C@@H]2C[C@@H](CCC2)NC=2C=3N(C=CN2)C=NC3)C(F)(F)F)=C1)(F)F